Tert-butyl (S)-3-(2-(4-(4-isopropyl-2-oxooxazolidin-3-yl)benzamido)phenyl)-1H-pyrazole-1-carboxylate C(C)(C)[C@@H]1N(C(OC1)=O)C1=CC=C(C(=O)NC2=C(C=CC=C2)C2=NN(C=C2)C(=O)OC(C)(C)C)C=C1